vinyl-hexahydro-2H-azepin iron-aluminum compound with aluminum [Al].[Al].[Fe].C(=C)N1CCCCCC1